N-{[1,1'-biphenyl]-4-yl}-6,8-di-tert-butyl-N-(9,9-dimethyl-9H-fluoren-2-yl)-9-methyl-9-phenyl-9H-fluoren-4-amin C1(=CC=C(C=C1)N(C1=CC=CC=2C(C3=C(C=C(C=C3C12)C(C)(C)C)C(C)(C)C)(C1=CC=CC=C1)C)C1=CC=2C(C3=CC=CC=C3C2C=C1)(C)C)C1=CC=CC=C1